(2R)-2-(6-{5-chloro-2-[(oxetan-3-yl)amino]pyrimidin-4-yl}-1-oxo-2,3-dihydro-1H-isoindol-2-yl)-N-[(1S)-1-[6-(dimethylamino)pyridin-2-yl]-2-hydroxyethyl]propanamide ClC=1C(=NC(=NC1)NC1COC1)C1=CC=C2CN(C(C2=C1)=O)[C@@H](C(=O)N[C@H](CO)C1=NC(=CC=C1)N(C)C)C